NC1=C(C=C(C=C1OC)C=C1C(C(CCC1)=CC1=CC(=C(C(=C1)OC)N)OC)=O)OC 2,6-bis[(4-amino-3,5-dimethoxyphenyl)methylidene]cyclohexanone